(±)-3-(amino)-2-phenylpropionic acid NC[C@H](C(=O)O)C1=CC=CC=C1 |r|